O1COC2=C1C=CC=C2CN(CC2=CC=CC=C2)CC2=CC(=NC=C2)N2CCCCC2 N-(1,3-benzodioxol-4-ylmethyl)-1-phenyl-N-[[2-(1-piperidyl)-4-pyridyl]methyl]methanamine